CN1C=NC(=C1)C1=CC=C(CC2=C3C(=NC(=C2)C(=O)O)CCO3)C=C1 7-(4-(1-methyl-1H-imidazol-4-yl)benzyl)-2,3-dihydrofuro[3,2-b]pyridine-5-carboxylic acid